(5-(((1S,3'R,4'S,5'S,6'R)-5-chloro-3',4',5'-trihydroxy-6'-methyl-3',4',5',6'-tetrahydro-3H-spiro[isobenzofuran-1,2'-pyran]-6-yl)methyl)thiophene-2-yl)(pyrrolidine-1-yl)ketone ClC=1C=C2CO[C@]3(O[C@@H]([C@H]([C@@H]([C@H]3O)O)O)C)C2=CC1CC1=CC=C(S1)C(=O)N1CCCC1